C(#N)C(C(=O)N)=NOCC=1C=NC(=CC1)Cl 2-cyano-2-[((6-chloropyridin-3-yl)methoxy)imino]Acetamide